2-Amino-7-((E)-but-2-en-1-yl)-9-((2R,3R,4R,5R)-3,4-dihydroxy-5-(hydroxymethyl)tetrahydrofuran-2-yl)-7,9-dihydro-1H-purin-6,8-dion NC=1NC(C=2N(C(N(C2N1)[C@@H]1O[C@@H]([C@@H]([C@H]1O)O)CO)=O)C\C=C\C)=O